FC(C)(F)C1=NC(=NC(=C1)C)N1CC2(C=3C=NC(=CC31)NC(C)=O)CC2 N-(1'-(4-(1,1-difluoroethyl)-6-methylpyrimidin-2-yl)-1',2'-dihydrospiro[cyclopropane-1,3'-pyrrolo[3,2-c]pyridin]-6'-yl)acetamide